C(C)(C)(C)NC(CN(C)C=1C2=C(N=C(N1)C1=NC=CC(=C1)OCCN(C)C)C(CC2)O)=O N-tert-butyl-2-[(2-{4-[2-(dimethylamino)ethoxy]pyridin-2-yl}-7-hydroxy-5H,6H,7H-cyclopenta[d]pyrimidin-4-yl)(methyl)amino]acetamide